(1R,2S,3R,5R)-3-[4-Amino-5-(1,3-thiazol-2-yl)pyrrolo[2,3-d]pyrimidin-7-yl]-5-{[(3-{[2-(4-fluorophenyl)ethyl]amino}propyl)amino]methyl}cyclopentane-1,2-diol NC=1C2=C(N=CN1)N(C=C2C=2SC=CN2)[C@H]2[C@@H]([C@@H]([C@H](C2)CNCCCNCCC2=CC=C(C=C2)F)O)O